ClC1=C(C=C2C(=C(N(C2=C1F)C)C1=NNC(=N1)N1C[C@@H](CC1)O)N1C=NC=C1)OC (R)-1-(3-(6-chloro-7-fluoro-3-(1H-imidazol-1-yl)-5-methoxy-1-methyl-1H-indol-2-yl)-1H-1,2,4-triazol-5-yl)pyrrolidin-3-ol